NC1=C(C=CC=C1)NC(C1=CC=C(C=C1)NC(COCC#C)=O)=O N-(2-aminophenyl)-4-{2-[(prop-2-yn-1-yl)oxy]acetamido}benzamide